1-dodecyl alcohol C(CCCCCCCCCCC)O